3-(methylthio)-1-((2-(trimethylsilyl)ethoxy)methyl)-1H-pyrazol-4-amine CSC1=NN(C=C1N)COCC[Si](C)(C)C